methyl-1H-tetrazole-5-acetic acid CN1N=NN=C1CC(=O)O